C(C1=CC=CC=C1)N1C2COCC1CC(C2)C(=O)OCC ethyl 9-benzyl-3-oxa-9-azabicyclo[3.3.1]nonane-7-carboxylate